Cl.OC=1C=NC=CC1NC=1SC[C@H](N1)C(=O)O (R)-2-(3-hydroxy-pyridin-4-ylamino)-4,5-dihydro-thiazole-4-carboxylic acid hydrochloride